ClC=1C=NC(=NC1)N1C[C@H]([C@H](CC1)C1C[C@H]2CC[C@@H](C1)N2[C@@H](C(=O)N)C2CC2)OCC (R)-2-((1R,3S,5S)-3-((3S,4R)-1-(5-chloropyrimidin-2-yl)-3-ethoxypiperidin-4-yl)-8-azabicyclo[3.2.1]octan-8-yl)-2-cyclopropyl-acetamide